NN1C(=NC(C1C(=O)N)C)CCC 1-amino-4-methyl-2-propyl-4,5-dihydro-1H-imidazole-5-carboxamide